isopropyl (trans-4-(5-(2-(N-(tert-butyl)sulfamoyl)-4-(2-(trifluoromethyl)pyridin-4-yl)phenyl)thiazol-2-yl)cyclohexyl)carbamate C(C)(C)(C)NS(=O)(=O)C1=C(C=CC(=C1)C1=CC(=NC=C1)C(F)(F)F)C1=CN=C(S1)[C@@H]1CC[C@H](CC1)NC(OC(C)C)=O